7-(4-bromophenyl)-2,2-dimethyl-4H-[1,3]-dioxino[5,4-c]pyridin-4-one BrC1=CC=C(C=C1)C1=CC2=C(C=N1)C(OC(O2)(C)C)=O